COC1=CC=NC=C1[Sn](C)(C)C 4-methoxy-5-trimethylstannyl-pyridine